4-amino-1-[(3R,5S)-5-hydroxy-3-piperidyl]-3-(4-phenoxyphenyl)imidazo[4,5-c]pyridin-2-one NC1=NC=CC2=C1N(C(N2[C@H]2CNC[C@H](C2)O)=O)C2=CC=C(C=C2)OC2=CC=CC=C2